tert-butyl 4-[6-chloro-2-(7-fluoro-2-methylindazol-5-yl)thieno[2,3-d][1,3]thiazol-5-yl]piperazine-1-carboxylate ClC1=C(SC=2N=C(SC21)C2=CC1=CN(N=C1C(=C2)F)C)N2CCN(CC2)C(=O)OC(C)(C)C